3-(acryloyloxymethyl)-3-ethyloxetane C(C=C)(=O)OCC1(COC1)CC